5-(3-(2,2-Difluoroethyl)-2-methyl-3H-imidazo[4,5-b]pyridin-5-yl)-N2-((3R,4S)-4-fluoro-1-(oxetan-3-yl)pyrrolidin-3-yl)pyrrolo[2,1-f][1,2,4]triazine-2,4-diamine FC(CN1C(=NC=2C1=NC(=CC2)C=2C=CN1N=C(N=C(C12)N)N[C@@H]1CN(C[C@@H]1F)C1COC1)C)F